N-((3R,4S)-3-hydroxytetrahydro-2H-pyran-4-yl)-4-methylbenzenesulfonamide O[C@H]1COCC[C@@H]1NS(=O)(=O)C1=CC=C(C=C1)C